ClC=1C=C2C(=CC1)NC(C21CCN(CC1)CCOC1=CC(=C(C(=C1)F)C1(COC1)S(=O)(=O)C)F)=O 5-chloro-1'-{2-[3,5-difluoro-4-(3-methanesulfonyloxetan-3-yl)phenoxy]ethyl}-1,2-dihydrospiro[indole-3,4'-piperidin]-2-one